1-(4-chlorobenzyl)-3-(6-(1-hydroxy-1-(6-methylpyridin-3-yl)ethyl)spiro[3.3]hept-2-yl)urea ClC1=CC=C(CNC(=O)NC2CC3(C2)CC(C3)C(C)(C=3C=NC(=CC3)C)O)C=C1